C(C)C1(CO1)CC 2-ethyl-1,2-butylene oxide